N[C@@H]1CC[C@H](CC1)CN1N=C(C=2C1=NC(=NC2)NCCCC)C2=CC=C(C=C2)F 1-((trans-4-aminocyclohexyl)methyl)-N-butyl-3-(4-fluorophenyl)-1H-pyrazolo[3,4-d]pyrimidin-6-amine